C1(CC1)C1=CC(=NN1C1OCCCC1)NC1=CC2=C(C(=NO2)N(S(=O)(=O)C2=C(C=C(C=C2OC)C2CCOCC2)OC)CC2=CC=C(C=C2)OC)C=C1OC N-(6-{[5-cyclopropyl-1-(oxan-2-yl)-1H-pyrazol-3-yl]amino}-5-methoxy-1,2-benzoxazol-3-yl)-2,6-dimethoxy-N-[(4-methoxyphenyl)methyl]-4-(oxan-4-yl)benzene-1-sulfonamide